ClC1=CC=C(C=C1)S(=O)(=O)/C=C/CNC(=O)C=1C(NC=2CCN(CC2C1)C(=O)OCC1CC1)=O cyclopropylmethyl 3-{[(2E)-3-(4-chlorobenzenesulfonyl)prop-2-en-1-yl]carbamoyl}-2-oxo-1,2,5,6,7,8-hexahydro-1,6-naphthyridine-6-carboxylate